2-methoxy-4-[(E)-(3-morpholinopropylhydrazono)methyl]phenol COC1=C(C=CC(=C1)/C=N/NCCCN1CCOCC1)O